CC(C1=CC=CC=C1)C dimethylphenylmethane